europium tris(4,4,4-trifluoro-1-(2-furyl)-1,3-butanedione) dihydrate O.O.FC(C(CC(=O)C=1OC=CC1)=O)(F)F.FC(C(CC(=O)C=1OC=CC1)=O)(F)F.FC(C(CC(=O)C=1OC=CC1)=O)(F)F.[Eu]